4-(2-(methylthio)-6-(trifluoromethyl)pyrimidin-4-yl)benzoic acid CSC1=NC(=CC(=N1)C1=CC=C(C(=O)O)C=C1)C(F)(F)F